OCCN1CC2C(CC1)CCN2C=2C(N(C(=NN2)C2=C(C=C(C=C2)OC(F)(F)F)O)C)=O 6-[6-(2-Hydroxyethyl)-3,3a,4,5,7,7a-hexahydro-2H-pyrrolo[2,3-c]pyridin-1-yl]-3-[2-hydroxy-4-(trifluoromethoxy)phenyl]-4-methyl-1,2,4-triazin-5-one